ClC1=CC=C(C=C1)S(=O)(=O)NC([C@H](CC1=CC=C(C=C1)Br)NC(CN1C(SC(C1=O)=CC1=CC=C(C=C1)C1=CC=CC=C1)=O)=O)=O (S)-N-(4-chlorobenzenesulfonyl)-2-(2-(5-(([1,1'-biphenyl]-4-yl)methylene)-thiazolidine-2,4-dione-3-yl)acetamido)-3-(4-bromophenyl)propionamide